1-((1H-imidazol-2-yl)methyl)-N-((5-iodo-2-methoxypyridin-3-yl)methyl)-2-phenylpiperidin-3-amine N1C(=NC=C1)CN1C(C(CCC1)NCC=1C(=NC=C(C1)I)OC)C1=CC=CC=C1